OCCCCCCOC1=CC=C(C=C1)C(C=CC1=CC=C(C=C1)OCC(C(F)(F)F)(F)F)=O 1-[4-(6-Hydroxyhexoxy)phenyl]-3-[4-(2,2,3,3,3-pentafluoropropoxy)phenyl]prop-2-en-1-one